C(C)NC=1C=C(CC2[C@@](C(NC12)=O)(C)N1C[C@H]([C@H](CC1)C1=CC=CC=C1)C(=O)N)F (3s,4s)-1-[(3R)-7-(ethylamino)-5-fluoro-3-methyl-2-oxo-dihydro-indol-3-yl]-4-phenyl-piperidine-3-carboxamide